C1CC12N(CCC2)CCNC(=O)C=2C=C(C(=NC2)C)NC(=O)C=2C=NN1C2SC(=C1)C=1C=NN(C1C)C N-(5-((2-(4-azaspiro[2.4]heptan-4-yl)ethyl)carbamoyl)-2-methylpyridin-3-yl)-2-(1,5-dimethyl-1H-pyrazol-4-yl)pyrazolo[5,1-b]thiazole-7-carboxamide